BrC=1C=CC(=NC1)C[N+]1=NOC(=C1)[N-]C(NC=1C=NC=C(C1)C(F)(F)F)=O (3-((5-bromopyridin-2-yl)methyl)-1,2,3-oxadiazol-3-ium-5-yl)((5-(trifluoromethyl)pyridin-3-yl)carbamoyl)amide